(2-chlorophenyl)-N-[3-{[(dimethylamino)methylene]sulfamoyl}-4-(4-fluoro-1H-pyrazol-1-yl)phenyl]acetamide ClC1=C(C=CC=C1)CC(=O)NC1=CC(=C(C=C1)N1N=CC(=C1)F)S(N=CN(C)C)(=O)=O